N-(1,5-dimethylpyrrolidin-3-yl)-2,2-dimethyl-3-((3-(trifluoromethyl)pyridin-2-yl)oxy)propanamide CN1CC(CC1C)NC(C(COC1=NC=CC=C1C(F)(F)F)(C)C)=O